NC1=C(C#N)C=C(C=C1Br)C 2-Amino-3-bromo-5-methylbenzonitrile